5-(benzylthio)-N-(prop-2-yn-1-yl)-1,2,3,4-tetrahydronaphthalen-1-amine C(C1=CC=CC=C1)SC1=C2CCCC(C2=CC=C1)NCC#C